aluminium tris(9-decenoic acid) C(CCCCCCCC=C)(=O)O.C(CCCCCCCC=C)(=O)O.C(CCCCCCCC=C)(=O)O.[Al]